BrC=1C=C(C(N(C1)C)=O)C 5-bromo-1,3-dimethylpyridine-2(1H)-one